C1(=CC(=CC=C1)COC1CC(NC1)C(=O)O)C 4-(m-tolylmethoxy)-pyrrolidine-2-carboxylic acid